(1R,3aR,6aS)-N-((R)-1-cyano-2-((R)-2-oxopiperidin-3-yl)ethyl)-2-(4-(difluoromethyl)-6-fluoro-1H-indole-2-carbonyl)-5,5-difluorooctahydrocyclopenta[c]pyrrole-1-carboxamide C(#N)[C@@H](C[C@@H]1C(NCCC1)=O)NC(=O)[C@@H]1N(C[C@H]2[C@@H]1CC(C2)(F)F)C(=O)C=2NC1=CC(=CC(=C1C2)C(F)F)F